[Pd].[In].[Cu].[Ag] silver-copper-indium-palladium